1,3-dihydro-2H-isoindole-2-carboxylate C1N(CC2=CC=CC=C12)C(=O)[O-]